(6-(1-((tert-butyl-diphenyl-silyl)oxy)-2,2,2-trifluoroethyl)pyridin-2-yl)methanol C(C)(C)(C)[Si](OC(C(F)(F)F)C1=CC=CC(=N1)CO)(C1=CC=CC=C1)C1=CC=CC=C1